ClC=1C=C(C=C(C1OC1=CN(C(C(=C1)C)=O)C1CCCC1)Cl)N1N=C(C(NC1=O)=O)C#N 2-(3,5-dichloro-4-[(1-cyclopentyl-5-methyl-6-oxo-1,6-dihydropyridin-3-yl)oxy]phenyl)-3,5-dioxo-2,3,4,5-tetrahydro-1,2,4-triazine-6-carbonitrile